ClC=1C=C(SC1)C=1N=C(SC1)N 4-(4-chlorothien-2-yl)-1,3-thiazol-2-amine